BrC1=CC=CC=2SC=C(C21)CC2CC2 4-bromo-3-(cyclopropylmethyl)benzo[b]thiophene